OC1(CCN(CC1)C(C=C)=O)C1=NC=CN=C1OC=1C=NC(=CC1)C(F)(F)F 1-(4-hydroxy-4-(3-((6-(trifluoromethyl)pyridin-3-yl)oxy)pyrazin-2-yl)piperidin-1-yl)prop-2-en-1-one